N-{6-[(2-aminophenyl)amino]-6-oxohexyl}-3-{4-[(3,5-dichlorophenyl)amino]phenyl}-1H-pyrazole-5-carboxamide NC1=C(C=CC=C1)NC(CCCCCNC(=O)C1=CC(=NN1)C1=CC=C(C=C1)NC1=CC(=CC(=C1)Cl)Cl)=O